C1(CC1)N1[C@H](CN(CC1)C1CCN(CC1)C1=NC(=C(C=C1NC(C=C)=O)NC1=NC=NC(=C1)N1OCC[C@@H]1C1=CC(=CC=C1)C(F)(F)F)OC)C N-(2-(4-((S)-4-cyclopropyl-3-methylpiperazin-1-yl)piperidin-1-yl)-6-methoxy-5-((6-((R)-3-(3-(trifluoromethyl)phenyl)isoxazolidin-2-yl)pyrimidin-4-yl)amino)pyridin-3-yl)acrylamide